3-(2-((R)-2-(2-((S)-N-(((S)-chroman-3-yl)methyl)-4-methyl-2-(methylamino)pentanamido)acetamido)-3-phenylpropoxy)-1-naphthalamido)-4-oxobutanoic acid O1C[C@@H](CC2=CC=CC=C12)CN(C([C@H](CC(C)C)NC)=O)CC(=O)N[C@@H](COC1=C(C2=CC=CC=C2C=C1)C(=O)NC(CC(=O)O)C=O)CC1=CC=CC=C1